[N+](=O)([O-])C1=CC=C(C=C1)C(C(=O)OC)C Methyl 2-(4-nitrophenyl)propanoate